COC(C(CC)C)=O METHYL-BUTYRIC ACID METHYL ESTER